(S)-6-(1-amino-1,3-dihydrospiro[indene-2,4'-piperidin]-1'-yl)-3-(1-phenylcyclobutyl)-1,5-dihydro-4H-pyrazolo[3,4-d]pyrimidin-4-one N[C@@H]1C2=CC=CC=C2CC12CCN(CC2)C=2NC(C1=C(N2)NN=C1C1(CCC1)C1=CC=CC=C1)=O